5-bromo-3-iodo-1-(benzenesulfonyl)-1H-pyrrolo[2,3-b]pyridine BrC=1C=C2C(=NC1)N(C=C2I)S(=O)(=O)C2=CC=CC=C2